CC1(OCC(CO1)CN(CCCN(CC)CC)CC1COC(OC1)(C)C)C 1-(2,2-dimethyl-1,3-dioxane-5-yl)-2-[(2,2-dimethyl-1,3-dioxane-5-yl)methyl]-6-ethyl-2,6-diazaoctane